2,2-Difluoroethylamine FC(CN)F